(1-(2-((5-Amino-4-((2-(dimethylamino)ethyl)(methyl)amino)-2-methoxyphenyl)amino)pyrimidin-4-yl)-1H-indol-5-yl)methanol NC=1C(=CC(=C(C1)NC1=NC=CC(=N1)N1C=CC2=CC(=CC=C12)CO)OC)N(C)CCN(C)C